4-(2-hydroxyphenyl)-3,4-dihydro-1H-chromen OC1=C(C=CC=C1)C1CCOC2=CC=CC=C12